ClC1=C(C(=NC=C1)NC1=CC=C(C=C1)Cl)C#N 4-chloro-2-(4-chloroanilino)pyridine-3-carbonitrile